ClC=1C=C(C=CC1Cl)NC(=O)N1CC2=C(N=CN=C2)CC1 N-(3,4-Dichlorophenyl)-7,8-dihydropyrido[4,3-d]pyrimidine-6(5H)-carboxamide